9-(3-furanyl)-2,3-dimethoxydibenzo[b,e]thiepin-11(6H)-one O1C=C(C=C1)C=1C=CC2=C(C(C3=C(SC2)C=C(C(=C3)OC)OC)=O)C1